(E)-1H-1,3-benzodiazol-3-ium chloride [Cl-].N1C=[NH+]C2=C1C=CC=C2